C(=C)[SiH2]OCCCCC vinyl(n-pentoxy)silane